FC1=CC=CC=C1F 2,3-difluoro-benzene